4-(4-amino-5-((5-(((tert-butoxycarbonyl)(ethyl)amino)methyl)pyridin-3-yl)carbamoyl)-6-oxopyrimidin-1(6H)-yl)-3,5-dichlorobenzoic acid NC=1N=CN(C(C1C(NC=1C=NC=C(C1)CN(CC)C(=O)OC(C)(C)C)=O)=O)C1=C(C=C(C(=O)O)C=C1Cl)Cl